[Pb].CN1N=CC(=C1)C=1C=CC=2N(N1)C(=NN2)SC=2C=C1C=CC=NC1=CC2 6-(6-(1-methyl-1H-pyrazol-4-yl)-[1,2,4]triazolo[4,3-b]pyridazin-3-ylsulfanyl)quinoline Lead